FC1=C(C(=CC(=C1)[N+](=O)[O-])C=1C=NNC1)N1CCC(CC1)N1CCN(CC1)C 1-(1-(2-Fluoro-4-nitro-6-(1H-pyrazol-4-yl)phenyl)piperidin-4-yl)-4-methylpiperazine